4-(6-fluoropyridine-2-oxy)-7-(trifluoromethylthio)-2,3-dihydro-1H-inden-1-one FC1=CC=CC(=N1)OC1=C2CCC(C2=C(C=C1)SC(F)(F)F)=O